C(C1=CN=CC=C1)(=O)O.CC1(C(N(C2=CC=CC=C12)C1CCN(CC1)C([C@H](CCC1=CC=CC=C1)NC(=O)[C@H]1CNCCC1)=O)=O)C (R)-N-((S)-1-(4-(3,3-dimethyl-2-oxoindolin-1-yl)piperidin-1-yl)-1-oxo-4-phenylbutan-2-yl)piperidine-3-carboxamide nicotinic acid salt